FC=1C=C2C(=C(NC2=C(C1)F)C1=NC=C(C=C1)OC)C1=NN=C(O1)O 5-[5,7-difluoro-2-(5-methoxypyridin-2-yl)-1H-indol-3-yl]-1,3,4-oxadiazol-2-ol